1-(tert-butyl)-4-(3-(trifluoromethyl)benzoyl)-1H-pyrazole-5-carboxylic acid C(C)(C)(C)N1N=CC(=C1C(=O)O)C(C1=CC(=CC=C1)C(F)(F)F)=O